NC(=O)N1[C@@H](CCC1)C(=O)N aminocarbonyl-L-prolinamide